methyl 4-chloro-6-hydroxy-2'-(2-hydroxyethyl)-[1,1'-biphenyl]-3-carboxylate ClC1=C(C=C(C(=C1)O)C1=C(C=CC=C1)CCO)C(=O)OC